OCCOCC#CC1=C(C=CC(=C1)C)S(=O)(=O)N1[C@@H](CCC1)C(=O)OC(C)(C)C tert-Butyl ((2-(3-(2-hydroxyethoxy)prop-1-yn-1-yl)-4-methylphenyl)sulfonyl)-L-prolinate